COC(=O)C=1C=NC2=C(C(=CC=C2C1)Br)C 7-bromo-8-methylquinoline-3-carboxylic acid methyl ester